(3R)-3-methyl-4-(3-(3-methyl-1-(tetrahydro-2H-pyran-2-yl)-1H-pyrazol-5-yl)-7-(1-(methylsulfonyl)cyclopropyl)isothiazolo[4,5-b]pyridin-5-yl)morpholine C[C@H]1N(CCOC1)C1=CC(=C2C(=N1)C(=NS2)C2=CC(=NN2C2OCCCC2)C)C2(CC2)S(=O)(=O)C